DIMETHYLETHER COC